C(C)OC1=C(C(=O)N2[C@H](CCC2)C(=O)N)C=C(C=C1)S(=O)(=O)C 1-(2-ethoxy-5-(methylsulfonyl)benzoyl)-D-prolinamide